(R)-(3-Methyl-azetidin-3-yl)-(5-pyrrolidin-1-yl-pyridin-3-yl)-(4-trifluoromethyl-phenyl)-methanol, hydrochloride salt Cl.CC1(CNC1)[C@](O)(C1=CC=C(C=C1)C(F)(F)F)C=1C=NC=C(C1)N1CCCC1